NCC[C@@H]1CC[C@H](CC1)SCC1=NC2=C(C=CC=C2C(N1)=O)C 2-((((trans)-4-(2-Aminoethyl)cyclohexyl)thio)methyl)-8-methylquinazolin-4(3H)-one